(9H-fluoren-9-yl)methyl (S)-(1-(4-methoxyphenyl)-3-(((4-nitrophenoxy)carbonyl)oxy)propan-2-yl)carbamate COC1=CC=C(C=C1)C[C@@H](COC(=O)OC1=CC=C(C=C1)[N+](=O)[O-])NC(OCC1C2=CC=CC=C2C=2C=CC=CC12)=O